isopropyl-(cyclopentadienyl-1-fluorenyl)zirconium dichloride [Cl-].[Cl-].C(C)(C)[Zr+2]C1=C(C=CC=2C3=CC=CC=C3CC12)C1C=CC=C1